NC1=NC(=CC(=N1)C1=CC(=C(CN2C(C=3N(CC2)C2=C(C3)CC(C2)(C)C)=O)C=C1)C)Cl 2-(4-(2-amino-6-chloropyrimidin-4-yl)-2-methylbenzyl)-7,7-dimethyl-3,4,7,8-tetrahydro-2H-cyclopenta[4,5]pyrrolo[1,2-a]pyrazin-1(6H)-one